N,2-dimethyl-5-nitrobenzenesulfonohydrazide hydrochloride Cl.CN(N)S(=O)(=O)C1=C(C=CC(=C1)[N+](=O)[O-])C